CC=1C=NC2=CC=CC=C2C1 (3-methyl)quinoline